ClC1=C(C(=CC=C1)C=1NC(=C(N1)C)C1=CC=CC=C1)C=1C(=CC(=CC1)C(N[C@H](CCC)C1=CC=CC=C1)=O)C(=O)O (S)-2'-chloro-6'-(4-methyl-5-phenyl-1H-imidazol-2-yl)-4-{[(1R)-1-phenylbutyl]carbamoyl}-[1,1'-biphenyl]-2-carboxylic acid